(S)-5-((((6-(3-(2-(1-(azetidin-3-yl)-1H-pyrazol-4-yl)-3-chloropyridin-4-yl)-2-chlorophenyl)-2-methoxypyridin-3-yl)methyl)amino)methyl)pyrrolidin-2-one N1CC(C1)N1N=CC(=C1)C1=NC=CC(=C1Cl)C=1C(=C(C=CC1)C1=CC=C(C(=N1)OC)CNC[C@@H]1CCC(N1)=O)Cl